FC=1C=C(C=C(C1NC1=C(C(=O)O)C=CC=N1)F)C1=CC(=CC=C1)OC 2-((3,5-difluoro-3'-methoxybiphenyl-4-yl)amino)nicotinic acid